[(3R)-3-{[6-(4-hydroxy-1-benzothiophen-5-yl)-4,5-dimethylpyridazin-3-yl]amino}piperidin-1-yl]acetic acid OC1=C(C=CC2=C1C=CS2)C2=C(C(=C(N=N2)N[C@H]2CN(CCC2)CC(=O)O)C)C